The molecule is a beta-D-glucoside consisting of cis-2-coumaric acid having a beta-D-glucosyl residue attached to the phenolic hydroxy group. It derives from a cis-2-coumaric acid. It is a conjugate acid of a 2-(beta-D-glucosyloxy)-cis-cinnamate. C1=CC=C(C(=C1)/C=C\\C(=O)O)O[C@H]2[C@@H]([C@H]([C@@H]([C@H](O2)CO)O)O)O